Propionylpyrrolidine-2-carboxylate C(CC)(=O)OC(=O)C1NCCC1